(4,4-difluorocyclohexyl)methyl N-{[2-(2,6-dioxopiperidin-3-yl)-3-oxo-2,3-dihydro-1H-isoindol-5-yl]methyl}carbamate O=C1NC(CCC1N1CC2=CC=C(C=C2C1=O)CNC(OCC1CCC(CC1)(F)F)=O)=O